(Z)-4-((2S,5S)-5-(4-chlorobenzyl)-2-methylmorpholino)-N-cyanopiperidine-1-carbimidothioate ClC1=CC=C(C[C@@H]2N(C[C@@H](OC2)C)C2CCN(CC2)/C(=N/C#N)/[S-])C=C1